Cl[C@@](C#N)(C(Cl)Cl)CCl (R)-2,3,3-trichloro-2-(chloromethyl)propionitrile